5-methyl-1-(4-((4'-((1-methylhexahydropyrrolo[3,4-b]pyrrol-5(1H)-yl)methyl)-[1,1'-biphenyl]-4-yl)methyl)phenyl)-1H-1,2,4-triazole-3-carboxamide CC1=NC(=NN1C1=CC=C(C=C1)CC1=CC=C(C=C1)C1=CC=C(C=C1)CN1CC2N(CCC2C1)C)C(=O)N